C1=CC=CC=2C3=CC=CC=C3N(C12)C1=CC=C(C=C1)C=1C(=C(C(=C(C1C1=CC=C(C=C1)N1C2=CC=C(C=C2C=2C=C(C=CC12)C)C)C1=CC=C(C=C1)N1C2=CC=CC=C2C=2C=CC=CC12)C1=CC=C(C=C1)N1C2=CC=CC=C2C=2C=CC=CC12)C#N)C=1OC2=C(N1)C=CC=C2 5'-(4-(9H-carbazol-9-yl)phenyl)-4'-(benzo[d]oxazol-2-yl)-4,4''-di(9H-carbazol-9-yl)-6'-(4-(3,6-dimethyl-9H-carbazol-9-yl)phenyl)-[1,1':2',1''-terphenyl]-3'-carbonitrile